2,2-diethyl-4-o-tolyl-1-p-nitrobenzenesulfonylpyrrolidine C(C)C1(N(CC(C1)C1=C(C=CC=C1)C)S(=O)(=O)C1=CC=C(C=C1)[N+](=O)[O-])CC